FC=1C=C(C=C(C1)F)[C@H]1[C@@H](CC=C(C1)CCC=C(C)C)C(=O)C1=C(C=CC=C1O)O (trans-3',5'-difluoro-5-(4-methylpent-3-en-1-yl)-1,2,3,6-tetrahydro-[1,1'-biphenyl]-2-yl)(2,6-dihydroxyphenyl)methanone